N=1C=CN2C1C=CC(=C2)OCC21OCC(C2)(C1)CNC=1C=2C=CN=C(C2C=CC1)N 5-N-[[1-(Imidazo[1,2-a]pyridin-6-yloxymethyl)-2-oxabicyclo[2.1.1]hexan-4-yl]methyl]isoquinoline-1,5-diamine